6-(3-fluoroazetidin-1-yl)pyridine-3-carboxylic acid FC1CN(C1)C1=CC=C(C=N1)C(=O)O